BrC1=C(C=C(OC2CCC(CC2)O)C=C1)C (1r,4r)-4-(4-bromo-3-methylphenoxy)cyclohexan-1-ol